ClC1=CC(=C(C=N1)C1=NC=C(C=C1F)CN1CCC(CC1)C(C)(C)O)NCC[C@@H](C)O (R)-4-((6'-chloro-3-fluoro-5-((4-(2-hydroxypropan-2-yl)piperidin-1-yl)methyl)-[2,3'-bipyridin]-4'-yl)amino)butan-2-ol